8-((2-chloropyrimidin-5-yl)methyl)-3-(2,4-difluorophenyl)pyrido[2,3-d]pyrimidin-2,4(3H,8H)-dione ClC1=NC=C(C=N1)CN1C=CC=C2C1=NC(N(C2=O)C2=C(C=C(C=C2)F)F)=O